S-ethyl ((1H-indol-3-yl)methyl)(1,3-dioxoisoindolin-2-yl)carbamothioate N1C=C(C2=CC=CC=C12)CN(C(SCC)=O)N1C(C2=CC=CC=C2C1=O)=O